C1(=CC=CC=C1)C1=C(C(=CC=C1)CC1=CC=CC2=CC=CC=C12)O 2-phenyl-6-(1-naphthylmethyl)phenol